Cl.FC1(CCN(CC1)CCN1C2=C(C3=CC(=C(C=C13)OC)F)C=CN=C2C(F)(F)F)F 9-(2-(4,4-Difluoropiperidin-1-yl)ethyl)-6-fluoro-7-methoxy-1-(trifluoromethyl)-9H-pyrido[3,4-b]indole Hydrochloride Salt